5-cyclopropylpyridin-2-amine C1(CC1)C=1C=CC(=NC1)N